FC=1C(=CC=2C3=C(NC(C2C1)=O)COC[C@H]3N(C(=O)C=3NC1=CC(=C(C=C1C3)F)C(F)F)C)F (S)-N-(8,9-difluoro-6-oxo-1,4,5,6-tetrahydro-2H-pyrano[3,4-c]isoquinolin-1-yl)-6-(difluoromethyl)-5-fluoro-N-methyl-1H-indole-2-carboxamide